CC1=C2COC(C2=CC=C1[C@@H]1CN(CCN1)CC=1C=NN(C1)C1=NC=C(C(=C1)C#N)N1CCCC1)=O (R)-2-(4-((3-(4-methyl-1-oxo-1,3-dihydroisobenzofuran-5-yl)piperazin-1-yl)methyl)-1H-pyrazol-1-yl)-5-(pyrrolidin-1-yl)pyridine-4-carbonitrile